rac-Tert-butyl (2-(7-fluoro-4-methoxy-2-methyl-1H-indol-1-yl)propyl)carbamate FC=1C=CC(=C2C=C(N(C12)[C@@H](CNC(OC(C)(C)C)=O)C)C)OC |r|